pyrimido[4,5-b]Indol-2-one N=1C(N=CC=2C1N=C1C=CC=CC21)=O